C(C)C=1C(=NN2C1N=C(C=C2N2CCOCC2)N2N=C(C=C2)C=2C=C(C=CC2)C)C(=O)N ethyl-7-morpholino-5-(3-(m-tolyl)-1H-pyrazol-1-yl)pyrazolo[1,5-a]pyrimidine-2-carboxamide